O1COC2=C1C=CC=C2C[C@@H](CNC(=O)NCCC2=CC(=CC=C2)C)N(C)C ((S)-3-(benzo[d][1,3]dioxol-4-yl)-2-(dimethylamino)propyl)-3-(3-methylphenylethyl)urea